C(C)OC(=O)C1=NN2C(C(NCC2)=O)=C1 4-Oxo-4,5,6,7-tetrahydropyrazolo[1,5-a]pyrazine-2-carboxylic acid ethyl ester